androst-5,16-diene-3beta-propionate C[C@@]12C=CC[C@H]1[C@@H]1CC=C3C[C@H](CC[C@]3(C)[C@H]1CC2)CCC(=O)[O-]